NC1=NC=2C=CC(=CC2C2=C1C=NN2C)C(=O)OC methyl 4-amino-1-methyl-pyrazolo[4,3-c]quinoline-8-carboxylate